NC1=C(C=C(C=N1)NC(C(N1C(CCCC1)C1=CC=CC=C1)=O)=O)C N-(6-amino-5-methyl-3-pyridyl)-2-oxo-2-(2-phenyl-1-piperidyl)acetamide